1-(9Z-pentadecenoyl)-2-(9Z-heptadecenoyl)-glycero-3-phosphocholine CCCCCCC/C=C\CCCCCCCC(=O)O[C@H](COC(=O)CCCCCCC/C=C\CCCCC)COP(=O)([O-])OCC[N+](C)(C)C